C1(CC1)C=1N=NN(C1)[C@H](C(=O)N1[C@@H](C[C@H](C1)O)C(=O)NC1CN(CC1)C1=NC(=CC(=N1)O)C(C)C)C(C)(C)C (2S,4r)-1-[(2S)-2-(4-cyclopropyl-triazol-1-yl)-3,3-dimethyl-butyryl]-4-hydroxy-N-[1-(4-hydroxy-6-isopropyl-pyrimidin-2-yl)pyrrolidin-3-yl]pyrrolidine-2-carboxamide